(6-(Cyclopropanecarbonyl)-2,6-diazaspiro[3.3]heptan-2-yl)(5-isobutyl-1H-pyrazol-3-yl)methanone C1(CC1)C(=O)N1CC2(CN(C2)C(=O)C2=NNC(=C2)CC(C)C)C1